NC=1C(=NC(=NC1C(NC1=CC=CC2=CC=CC=C12)=O)OC[C@H]1N(CCC1)C)N1C[C@@H](N(CC1)C(=O)OCC1=CC=CC=C1)CC#N benzyl (S)-4-(5-amino-2-(((S)-1-methylpyrrolidin-2-yl)methoxy)-6-(naphthalen-1-ylcarbamoyl) pyrimidin-4-yl)-2-(cyanomethyl)piperazine-1-carboxylate